C12(CC(C1)C2)NC(=O)C=2C(N(C1=NC=C(C=C1C2)C2=CC=C(C=C2)OC(F)F)CCN2CCOCC2)=O N-(bicyclo[1.1.1]pent-1-yl)-6-(4-(difluoromethoxy)phenyl)-1-(2-morpholinoethyl)-2-oxo-1,2-dihydro-1,8-naphthyridine-3-carboxamide